N,N-bis(trifluoromethyl)prop-2-en-1-amine FC(N(CC=C)C(F)(F)F)(F)F